C(C)C=1N=C(NC(C1)=O)C=1C(=C(CNC(=O)C2CCN(CC2)C2=NC3=C(C=CC=C3C=C2)C)C=CC1C(F)(F)F)F N-[3-(4-ethyl-6-oxo-1,6-dihydropyrimidin-2-yl)-2-fluoro-4-(trifluoromethyl)benzyl]-1-(8-methylquinolin-2-yl)piperidine-4-carboxamide